BrC=1C=C(C(=NC1)OC1CC2COCC(C1)N2C(=O)OC(C)(C)C)C#N tert-butyl 7-((5-bromo-3-cyanopyridin-2-yl) oxy)-3-oxa-9-azabicyclo[3.3.1]nonane-9-carboxylate